3,11-diisopropyldinaphtho[2,1-b:1',2'-d]furan C(C)(C)C1=CC=2C=CC=3OC4=C(C3C2C=C1)C1=CC=C(C=C1C=C4)C(C)C